(E)-3-(3,4-dihydroxy-5-nitrophenyl)-2-(pyridazin-3-yl)acrylonitrile OC=1C=C(C=C(C1O)[N+](=O)[O-])/C=C(/C#N)\C=1N=NC=CC1